NC1=CC=C(C=C1)S(=O)(=O)NC(=N)N Para-aminobenzenesulfonylguanidine